thiazolineamide S1C(=NCC1)C(=O)N